(R)-N'-((3-(2-(trifluoromethoxy)pyridin-4-yl)bicyclo[4.2.0]octa-1(6),2,4-trien-2-yl)carbamoyl)-6,7-dihydro-5H-pyrazolo[5,1-b][1,3]oxazine-3-sulfonimidamide FC(OC1=NC=CC(=C1)C1=C(C=2CCC2C=C1)NC(=O)N=[S@](=O)(N)C=1C=NN2C1OCCC2)(F)F